ClC=1C=C(C=2N(C1)C=CN2)CC(=O)N 6-chloroimidazo[1,2-a]pyridin-8-yl-acetamide